FC(C=1C=C(C=CC1F)C=1C=C2C(=NC1)C=NN2CC(=O)N2[C@@H](CCC2)COC)F 2-[6-[3-(Difluoromethyl)-4-fluoro-phenyl]pyrazolo[4,3-b]pyridin-1-yl]-1-[(2S)-2-(methoxymethyl)pyrrolidin-1-yl]ethanone